2-((1S,2R)-1-(2-cyanophenyl)-1-(3,5-dimethyl-1H-pyrazol-4-yl)propan-2-yl)-5-hydroxy-N-(isoxazol-4-yl)-1-methyl-6-oxo-1,6-dihydropyrimidine-4-carboxamide C(#N)C1=C(C=CC=C1)[C@H]([C@@H](C)C=1N(C(C(=C(N1)C(=O)NC=1C=NOC1)O)=O)C)C=1C(=NNC1C)C